methyl 4-phenoxy-1H-indole-2-carboxylate O(C1=CC=CC=C1)C1=C2C=C(NC2=CC=C1)C(=O)OC